PYRROLE-2-CARBOXYLIC ACID N1C(=CC=C1)C(=O)O